BrC=1SC=C(N1)C(=O)NCC1CC1 2-bromo-N-(cyclopropylmethyl)thiazole-4-carboxamide